6-[3-[(1S)-1-[[7-chloro-5-(trifluoromethyl)-1,3-benzoxazol-2-yl]amino]ethyl]-5-cyclopropyl-pyrazin-2-yl]pyridine-3-carbonitrile ClC1=CC(=CC=2N=C(OC21)N[C@@H](C)C=2C(=NC=C(N2)C2CC2)C2=CC=C(C=N2)C#N)C(F)(F)F